CN(C(=O)NS(=O)(=O)C=1C(=CC=CC1)C1=C(C=CC=C1)COCC)C N-(dimethylcarbamoyl)-2'-(ethoxymethyl)-[1,1'-biphenyl]-2-sulfonamide